1-isopropyl-2-methyl-1,2-dihydro-3H-pyrazolo[3,4-b]pyridin-3-one C(C)(C)N1N(C(C=2C1=NC=CC2)=O)C